1-bromo-4-(bromomethyl)-2,5-dimethyl-benzene BrC1=C(C=C(C(=C1)C)CBr)C